The molecule is a 1,2-diacyl-sn-glycero-3-phosphosulfocholine where the two phosphatidyl acyl groups are specified as tetradecanoyl (myristoyl). It has a role as an antigen. It is a 1,2-diacyl-sn-glycero-3-phosphosulfocholine and a tetradecanoate ester. CCCCCCCCCCCCCC(=O)OC[C@H](COP(=O)([O-])OCC[S+](C)C)OC(=O)CCCCCCCCCCCCC